6-((1S,4S)-2,5-Diazabicyclo[2.2.1]heptan-2-yl)-N-(3-chloro-2-fluoro-4-(oxetan-3-ylmethoxy)phenyl)pyrido[3,2-d]pyrimidin-4-amine [C@@H]12N(C[C@@H](NC1)C2)C=2C=CC=1N=CN=C(C1N2)NC2=C(C(=C(C=C2)OCC2COC2)Cl)F